tert-butyl (R)-3-((S)-3-(6-(aminomethyl)benzo[b]thiophen-2-yl)-1-(tert-butoxy)-1-oxopropan-2-yl)pyrrolidine-1-carboxylate NCC=1C=CC2=C(SC(=C2)C[C@H](C(=O)OC(C)(C)C)[C@@H]2CN(CC2)C(=O)OC(C)(C)C)C1